C(C)(C)(C)OC(=O)NC1=C2N=CN(C2=NC=N1)CC1=C(C=C(C(=C1CC)I)Cl)N1C[C@](CC1)(C(NC1CC1)=O)NC(OC(C)(C)C)=O tert-butyl (R)-(1-(2-((6-((tert-butoxycarbonyl)amino)-9H-purin-9-yl)methyl)-5-chloro-3-ethyl-4-iodophenyl)-3-(cyclopropylcarbamoyl)pyrrolidin-3-yl)carbamate